FC(C1=CC=C(/C=C/C=2OC=C(N2)COC2=CC=C(C=C2)CCCO)C=C1)(F)F (E)-3-(4-((2-(4-(trifluoromethyl)styryl)oxazol-4-yl)methoxy)phenyl)propan-1-ol